N1=CC=CC=2CCCC(C12)=O 6,7-dihydro-quinolin-8-one